2-[4-(2-Hydroxyethyl)-1-piperazinyl]ethanesulfonic acid OCCN1CCN(CC1)CCS(=O)(=O)O